C(C1=CC=CC=C1)[N+](CCN1C(C2C3C=CC(C2C1=O)O3)=O)(C)C N-benzyl-2-(1,3-dioxo-1,3,3a,4,7,7a-hexahydro-2H-4,7-epoxyisoindol-2-yl)-N,N-dimethylethan-1-aminium